C(C)(C)(C)C1=CC=C(OC2=CC=C(C=C2)C2=NN3C(NC4=C(CC3)C=C(C=C4)C4CCNCC4)=C2C(=O)N)C=C1 2-(4-(4-(tert-butyl)phenoxy)phenyl)-7-(piperidin-4-yl)-9,10-dihydro-4H-benzo[d]pyrazolo[1,5-a][1,3]diazepine-3-carboxamide